C(C)(C)(C)OC(=O)N1C(CCC1)C=1C=NC=C(C1)C1=CC=C(C=C1)OC1=C(C=CC(=C1)Cl)C=O.OC=1C=C(CCNC(C=C)=O)C=CC1O N-(3,4-dihydroxyphenethyl)acrylamide tert-butyl-2-(5-(4-(5-chloro-2-formylphenoxy)phenyl)pyridin-3-yl)pyrrolidine-1-carboxylate